P(=O)(O)(O)O.O1C=C(C(=O)C2=CC=CC=C12)C1=CC=CC=C1 isoflavone-phosphate